2-{4-[5-chloro-2-(4,5-dihydro-1,2-oxazol-3-yl)phenyl]-5-methoxy-2-oxopyridin-1(2H)-yl}-3-[(2S)-tetrahydro-2H-pyran-2-yl]propionic acid tert-butyl ester C(C)(C)(C)OC(C(C[C@H]1OCCCC1)N1C(C=C(C(=C1)OC)C1=C(C=CC(=C1)Cl)C1=NOCC1)=O)=O